((2S,4R)-4-hydroxy-2-((bis(4-methoxyphenyl)(phenyl)methoxy)methyl)pyrrolidin-1-yl)(4-((E)-2-(4-nitrophenyl)ethenyl)phenyl)methanone O[C@@H]1C[C@H](N(C1)C(=O)C1=CC=C(C=C1)\C=C\C1=CC=C(C=C1)[N+](=O)[O-])COC(C1=CC=CC=C1)(C1=CC=C(C=C1)OC)C1=CC=C(C=C1)OC